5'-(tert-Butyl)-1,1''-dimethyldispiro[indoline-3,2'-benzofuran-3',3''-indoline]-2,2''-dione C(C)(C)(C)C=1C=CC2=C(C1)C1(C(N(C3=CC=CC=C13)C)=O)C1(O2)C(N(C2=CC=CC=C21)C)=O